(7S)-7-(4-(5-fluoro-2-(tetrahydrofuran-3-yl)phenyl)piperidin-1-yl)-5-oxa-2-azaspiro[3.4]octane-2-carboxylic acid tert-butyl ester C(C)(C)(C)OC(=O)N1CC2(C1)OC[C@H](C2)N2CCC(CC2)C2=C(C=CC(=C2)F)C2COCC2